[6-[(2-amino-3-chloropyridin-4-yl)thio]-3-[(3S,4S)-4-amino-3-methyl-2-oxa-8-azaspiro[4.5]dec-8-yl]pyrazin-2-yl]methanoic acid NC1=NC=CC(=C1Cl)SC1=CN=C(C(=N1)C(=O)O)N1CCC2([C@@H]([C@@H](OC2)C)N)CC1